3-(tert-butyl)-N-(2-fluoro-4-(2-(2-nitro-5-(trifluoromethyl)phenyl)-3H-imidazo[4,5-b]pyridin-7-yl)benzyl)-1,2,4-oxadiazole-5-carboxamide C(C)(C)(C)C1=NOC(=N1)C(=O)NCC1=C(C=C(C=C1)C1=C2C(=NC=C1)NC(=N2)C2=C(C=CC(=C2)C(F)(F)F)[N+](=O)[O-])F